C(CC=CCC=CCC=CCC)(O)O 3,6,9-dodecatrien-1-ol-1-ol